3-(1-aminoethyl)benzenesulfonamide tert-butyl-(2'-(4,4-difluorocyclohex-1-en-1-yl)-[2,4'-bipyridin]-3'-yl)carbamate C(C)(C)(C)N(C(O)=O)C=1C(=NC=CC1C1=NC=CC=C1)C1=CCC(CC1)(F)F.NC(C)C=1C=C(C=CC1)S(=O)(=O)N